ClC=1C=C2C(NC(NC2=C(C1C1=CC=C(C=C1)F)I)=O)=O 6-Chloro-7-(4-fluorophenyl)-8-iodoquinazoline-2,4(1H,3H)-dione